2-methyl-1,4-Cyclohexanedicarboxylic acid CC1C(CCC(C1)C(=O)O)C(=O)O